CC(CN(C1=CC=CC2=CC=CC=C12)C)(C)C N-{2,2-dimethylpropyl}-N-methyl-naphthalene-1-amine